C(C)(C)(C)OC(=O)N1CC2(CC1)CN(CC2)C2=C(C=CC=C2)\C=C\C(=O)NO.CC2=C(N)C=C(C=C2)OC2CC(C2)C2=CC=CC=C2 2-methyl-5-(3-phenylcyclobutoxy)aniline tert-butyl-(E)-7-(2-(3-(hydroxyamino)-3-oxoprop-1-en-1-yl)phenyl)-2,7-diazaspiro[4.4]nonane-2-carboxylate